N-[3-(4-bromo-2-methyl-pyrazol-3-yl)oxypropyl]-N-methyl-carbamic acid tert-butyl ester C(C)(C)(C)OC(N(C)CCCOC=1N(N=CC1Br)C)=O